FC=1C=C(C=CC1)C#CC=1C=C2CCC(C2=CC1)N1C[C@@H](CCC1)C(=O)OC methyl (3R)-1-(5-((3-fluoro-phenyl)ethynyl)-2,3-dihydro-1H-inden-1-yl)piperidine-3-carboxylate